FC1=C(C=C(C=C1)F)[C@@H]1N(C[C@H](C1)F)C=1C=CC=2N(N1)C(=CN2)/C=C/C2=CC=C(C=N2)N2CC(N(CC2)C(=O)OC(C)(C)C)=C=O tert-butyl 4-(6-((E)-2-(6-((2r,4s)-2-(2,5-difluorophenyl)-4-fluoropyrrolidin-1-yl) imidazo[1,2-b]pyridazin-3-yl) vinyl) pyridin-3-yl)-2-carbonylpiperazine-1-carboxylate